3-amino-N-(4,6-dichloro-3-pyridinyl)bicyclo[1.1.1]pentane-1-carboxamide NC12CC(C1)(C2)C(=O)NC=2C=NC(=CC2Cl)Cl